NC1=CC(=C(C=C1)C1CCN(CC1)CCC1(CCN(CC1)C(=O)OC(C)(C)C)O)F tert-butyl 4-(2-(4-(4-amino-2-fluorophenyl)piperidin-1-yl)ethyl)-4-hydroxypiperidine-1-carboxylate